1-((5-iodo-2-pyridinyl)methyl)-4-methyl-piperazine IC=1C=CC(=NC1)CN1CCN(CC1)C